methyl 5-(2-(6,7-dihydro-5H-pyrazolo[5,1-b][1,3]oxazin-3-yl)pyrazolo[5,1-b]thiazole-7-carboxamido)-6-methylnicotinate N1=CC(=C2OCCCN21)C2=CN1C(S2)=C(C=N1)C(=O)NC=1C(=NC=C(C(=O)OC)C1)C